BrC=1C=C(C=CC1)S(=O)(=O)NC(C)(C)C 3-bromo-N-(tert-butyl)benzenesulfonamide